7-oxo-N-(tetrahydrofuran-3-yl)-6,7,8,9-tetrahydro-5H-imidazo[1,5-a][1,4]diazepine-3-Carboxamide O=C1NCC=2N(CC1)C(=NC2)C(=O)NC2COCC2